(S)-N-(3-carbamoylbenzyl)-N-(4-ethoxyphenyl)-3-(6-(3-(morpholinomethyl)-1,2,3,4-tetrahydroisoquinoline-2-carbonyl)benzo[d][1,3]dioxol-5-yl)-5,6,7,8-tetrahydroindolizine-1-carboxamide C(N)(=O)C=1C=C(CN(C(=O)C=2C=C(N3CCCCC23)C2=CC3=C(OCO3)C=C2C(=O)N2CC3=CC=CC=C3C[C@H]2CN2CCOCC2)C2=CC=C(C=C2)OCC)C=CC1